N-(2-((1r,3r)-3-(ethyl(piperidin-4-yl)amino)cyclobutyl)-6-isopropoxy-2H-indazol-5-yl)pyrazolo[1,5-a]pyrimidine-3-carboxamide C(C)N(C1CC(C1)N1N=C2C=C(C(=CC2=C1)NC(=O)C=1C=NN2C1N=CC=C2)OC(C)C)C2CCNCC2